FCCCCCCCCCCCCS(=O)(=O)[O-] fluoro-dodecyl-sulfonate